2-amino-7-(6-(4-diethylaminopiperidin-1-yl)pyridin-3-yl)pyrido[4,3-d]pyrimidine NC=1N=CC2=C(N1)C=C(N=C2)C=2C=NC(=CC2)N2CCC(CC2)N(CC)CC